BrC=1N=C(SC1)[C@H]([C@@H](C(=O)N1N[C@@H](CCC1)C(=O)OC)NC(=O)OC(C)(C)C)N1CC(C1)(C)OC methyl (S)-1-((2S,3S)-3-(4-bromothiazol-2-yl)-2-((tert-butoxycarbonyl)amino)-3-(3-methoxy-3-methylazetidin-1-yl)propanoyl)hexahydropyridazine-3-carboxylate